2,6-Difluoro-N-methyl-N-[(1S)-2-methyl-1-(pyrrolidin-1-ylmethyl)propyl]benzamide FC1=C(C(=O)N([C@@H](C(C)C)CN2CCCC2)C)C(=CC=C1)F